BrC=1C(=C(C[C@@H]2N(CC3(CC3)[C@@H]2N[S@](=O)C(C)(C)C)C(=O)OC(C)(C)C)C=C(C1)F)F tert-butyl (6S,7S)-6-(3-bromo-2,5-difluorobenzyl)-7-(((R)-tert-butylsulfinyl)amino)-5-azaspiro[2.4]heptane-5-carboxylate